ethyl (E)-3-cyanoacrylate C(#N)/C=C/C(=O)OCC